C1(CC1)COC=1C=C(C=CC1OC(F)F)CO (3-(cyclopropylmethoxy)-4-(difluoromethoxy)phenyl)methanol